C(C1=CC=CC=C1)SC=1C=C2C(N(C=3N(C2=CC1)[C@@H](CN3)C)C3(CC3)C=3C=NN(C3)C)=O (1R)-7-(benzylsulfanyl)-1-methyl-4-[1-(1-methyl-1H-pyrazol-4-yl)cyclopropyl]-1H,2H,4H,5H-imidazo[1,2-a]quinazolin-5-one